FC(C=1C=C(C=C(C1)C(F)(F)F)C1=NN(C=N1)/C=C(/C(=O)N)\C=1C=NC=NC1)(F)F (E)-3-[3-[3,5-bis(trifluoromethyl)phenyl]-1,2,4-triazol-1-yl]-2-pyrimidin-5-ylprop-2-enamide